O=C1N(CCC(N1)=O)C1=CC(=C(CN2CCN(CC2)CC2=C(C=C(C=C2)NC(C2=CC(=C(C=C2)C)C#CC2=CN=C3N2N=CC=C3)=O)C(F)(F)F)C=C1)F N-(4-((4-(4-(2,4-dioxotetrahydropyrimidin-1(2H)-yl)-2-fluorobenzyl)piperazin-1-yl)methyl)-3-(trifluoromethyl)phenyl)-3-(imidazo[1,2-b]pyridazin-3-ylethynyl)-4-methylbenzamide